tert-butyl (5-(4-methyl-1,4-diazepan-1-yl)pentyl)carbamate CN1CCN(CCC1)CCCCCNC(OC(C)(C)C)=O